C(C1=CC=CC=C1)[N+](=CC(CCCCCCCC)C)[O-] N-benzyl-2-methyldecan-1-imine oxide